FC1=CC=2N(C=C1)C(=CN2)C=2C=CC(=C1C(NCC21)=O)NC2=CC=C(C=N2)N2CCC(CC2)OCCN2CCN(CC2)C=2C=C1CN(C(C1=CC2)=O)C2C(NC(CC2)=O)=O 3-(5-(4-(2-((1-(6-((7-(7-fluoroimidazo[1,2-a]pyridin-3-yl)-3-oxoisoindolin-4-yl)amino)pyridin-3-yl)piperidin-4-yl)oxy)ethyl)piperazin-1-yl)-1-oxoisoindolin-2-yl)piperidine-2,6-dione